(S)-5-fluoro-4-(4-fluoro-1-isopropyl-2-methyl-1H-benzo[d]imidazol-6-yl)-N-(5-((3-methyl-3-propylpiperazin-1-yl)methyl)pyridin-2-yl)pyrimidin-2-amine FC=1C(=NC(=NC1)NC1=NC=C(C=C1)CN1C[C@@](NCC1)(CCC)C)C=1C=C(C2=C(N(C(=N2)C)C(C)C)C1)F